δ-glutamic acid C(CC(=O)O)[C@H](C(=O)O)N